8-ethyl-7-((4-methoxybenzyl)oxy)chroman-4-one C(C)C=1C(=CC=C2C(CCOC12)=O)OCC1=CC=C(C=C1)OC